1-(6-butyl-4-methyl-3-pyridyl)-3-[(1S)-1-(2-pyrimidin-2-yl-1,2,4-triazol-3-yl)ethyl]urea C(CCC)C1=CC(=C(C=N1)NC(=O)N[C@@H](C)C=1N(N=CN1)C1=NC=CC=N1)C